BrC1=C2C(C(NC2=CC=C1)=O)(F)F 4-bromo-3,3-difluoroindol-2-one